(1S)-2,3-dihydro-1H-inden-1-amine hydrochloride Cl.[C@@H]1(CCC2=CC=CC=C12)N